trans-4-{2-[4-(2,3-dichlorophenyl)-piperazin-1-yl]-ethyl}-cyclohexylamine dihydrochloride Cl.Cl.ClC1=C(C=CC=C1Cl)N1CCN(CC1)CC[C@@H]1CC[C@H](CC1)N